(1s,3s)-3-Hydroxy-3-methylcyclobutyl(6-((1-(2,2,2-trifluoroethyl)-1H-indazol-6-yl)methyl)-2-azaspiro[3.3]heptan-2-yl)methanone OC1(CC(C1)C(=O)N1CC2(C1)CC(C2)CC2=CC=C1C=NN(C1=C2)CC(F)(F)F)C